tert-butyl 5-(4,4,5,5-tetramethyl-1,3,2-dioxaborolan-2-yl)-1H-benzo[d]imidazol-1-carboxylate CC1(OB(OC1(C)C)C1=CC2=C(N(C=N2)C(=O)OC(C)(C)C)C=C1)C